4-(3-acetyl-5-chloro-2-ethoxy-6-methylphenyl)pyrrolidin-2-one C(C)(=O)C=1C(=C(C(=C(C1)Cl)C)C1CC(NC1)=O)OCC